C(C)C1(NC2=C(OC1)C(=NC(=N2)N)N2C[C@@H](CC2)NC)C 7-ethyl-7-methyl-4-[(3R)-3-(methylamino)pyrrolidin-1-yl]-7,8-dihydro-6H-pyrimido[5,4-b][1,4]oxazin-2-amine